C(CCCCCCCCCCC)N(CCCCCCCC(=O)OC(CCCCCCCC)CCCCCCCC)CCO heptadecan-9-yl 8-[dodecyl(2-hydroxyethyl)amino]octanoate